ClC=1C=C(C=CC1B1OC(C(O1)(C)C)(C)C)N1CCC(CC1)CO (1-(3-Chloro-4-(4,4,5,5-tetramethyl-1,3,2-dioxaborolan-2-yl)phenyl)piperidin-4-yl)methanol